C(C1=CC=CC=C1)C1=C(C(O)=CC=C1)O benzylcatechol